ClC1=C(C=CC(=C1)C(C)CC)CC(=O)O 2-(2-chloro-4-sec-butyl-phenyl)acetic acid